FC(C[C@H](C)NC(O[C@H]1CO[C@@H](C1)C=1C=NC(=NC1)N)=O)(F)F (3R,5S)-5-(2-aminopyrimidin-5-yl)oxolan-3-yl N-[(2S)-4,4,4-trifluorobutan-2-yl]carbamate